C1(=CC=C(C=C1)CC1C(C2(CCC1C2(C)C)CS(=O)(=O)O)=O)CC2C(C1(CCC2C1(C)C)CS(=O)(=O)O)=O 3,3'-(1,4-phenylene-di-methylene)bis(7,7-dimethyl-2-oxo-bicyclo-[2.2.1]hept-1-ylmethanesulfonic acid)